[C@H]12CCC[C@@H]2C1CNC[C@@H]1OC2=C(C1)C(=C(C(=C2)O)N2CC(N[SH2]2=O)=O)F |&1:0,4| 5-{(2R)-2-[({[(1RS,5SR)-bicyclo[3.1.0]hex-6-yl]methyl}amino)methyl]-4-fluoro-6-hydroxy-2,3-dihydro-1-benzofuran-5-yl}-1λ6,2,5-thiadiazolidine-1,3-dione